ClC=1C(=C(C=CC1Cl)NC1=NC=NC2=CC(=C(C=C12)OC1CCN(CC1)CC1=C(C=NC=C1)N1C(NC(CC1)=O)=O)OC)F 1-(4-((4-((4-((3,4-dichloro-2-fluorophenyl)amino)-7-methoxyquinazolin-6-yl)oxy)piperidin-1-yl)methyl)pyridin-3-yl)dihydropyrimidine-2,4(1H,3H)-dione